C1(CCCCC1)C1=C(C(=NN1C=1SC=C(N1)C(=O)O)C1=CC=CC=C1)OC1=CC=C(C=C1)S(N)(=O)=O 2-(5-cyclohexyl-3-phenyl-4-(4-sulfamoylphenoxy)-1H-pyrazol-1-yl)thiazole-4-carboxylic acid